N-(4-((7-((1-(cyclopentanylamino)cyclopropyl)methoxy)-6-methoxyquinolin-4-yl)oxy)-3-fluorophenyl)-N-(4-fluorophenyl)cyclopropane-1,1-dicarboxamide C1(CCCC1)NC1(CC1)COC1=C(C=C2C(=CC=NC2=C1)OC1=C(C=C(C=C1)N(C(=O)C1(CC1)C(=O)N)C1=CC=C(C=C1)F)F)OC